CN(C=1C(C(C1NCC=1N=COC1)=O)=O)CC1=NC=C(C=C1)C1=NOC(=N1)C(F)(F)F 3-(methyl((5-(5-(trifluoromethyl)-1,2,4-oxadiazol-3-yl)pyridin-2-yl)methyl)amino)-4-((oxazol-4-ylmethyl)amino)cyclobut-3-ene-1,2-dione